OC=1C=C(N(N1)C)C(=O)OC methyl 5-hydroxy-2-methylpyrazole-3-carboxylate